ClC=1C(=NC(=NC1)NC=1C(=CC2=C(OC[C@@H]3N2CCN(C3)C3CCN(CC3)C)C1)OC)NC1=C(C=CC=C1)NS(=O)(=O)C (R)-N-(2-((5-chloro-2-((9-methoxy-3-(1-methylpiperidin-4-yl)-1,2,3,4,4a,5-hexahydrobenzo[b]pyrazino[1,2-d][1,4]oxazin-8-yl)amino)pyrimidin-4-yl)amino)phenyl)methanesulfonamide